tert-butyl 1-[2-(2,6-dioxo-3-piperidyl)-1,3-dioxo-isoindolin-4-yl]piperidine-4-carboxylate O=C1NC(CCC1N1C(C2=CC=CC(=C2C1=O)N1CCC(CC1)C(=O)OC(C)(C)C)=O)=O